4-methyl-2-(p-toluenesulfonyl)pentan-3-one (s)-l-1-benzyl-1-(9H-fluoren-9-yl)-3,6,9,12,15-pentaoxo-2-oxa-4,7,10,13,16-pentaazaheptadecan-17-yl-acetate C(C1=CC=CC=C1)[C@H](OC(NCC(NCC(NCC(NCC(NCCC(=O)O)=O)=O)=O)=O)=O)C1C2=CC=CC=C2C=2C=CC=CC12.CC(C(C(C)S(=O)(=O)C1=CC=C(C)C=C1)=O)C